C(C)N(C=1C=C(C=CC1)C1(OC(=O)C2=CC(=CC=C12)N(CC)CC)C1=CC(=CC=C1)N(CC)CC)CC bis(3'-diethylaminophenyl)-6-diethylaminophthalide